tetrakis[(2-methyl-4-methylbutenoyloxy)phenyl]porphyrin CC(C(=O)OC1=C(C=CC=C1)C1=C2C=CC(C(=C3C=CC(=C(C=4C=CC(=C(C5=CC=C1N5)C5=C(C=CC=C5)OC(C(=CCC)C)=O)N4)C4=C(C=CC=C4)OC(C(=CCC)C)=O)N3)C3=C(C=CC=C3)OC(C(=CCC)C)=O)=N2)=CCC